BrC1=CC(=C(C(=O)NC2=CC(=C(C=C2)Br)F)C=C1)C 4-bromo-N-(4-bromo-3-fluoro-phenyl)-2-methyl-benzamide